NC1=NNC2=C(C=C(C=C12)C1=CC(=NC=C1)NC(OC)=O)C1=CC(=CC=C1)C(N)=O Methyl (4-(3-amino-7-(3-carbamoylphenyl)-1H-indazol-5-yl)pyridin-2-yl)carbamate